(S)-2-amino-3-(4-(5,7-difluoro-3-methyl-2-oxo-2,3-dihydro-1H-benzo[d]imidazol-1-yl)phenyl)propionic acid methyl ester COC([C@H](CC1=CC=C(C=C1)N1C(N(C2=C1C(=CC(=C2)F)F)C)=O)N)=O